6-((4-Methoxy-2-methylphenyl)amino)-3-methyl-1-((tetrahydro-2H-pyran-4-yl)methyl)-1,3-dihydro-2H-imidazo[4,5-c]pyridin-2-one COC1=CC(=C(C=C1)NC1=CC2=C(C=N1)N(C(N2CC2CCOCC2)=O)C)C